tert-butyl (3R)-3-[1-[(3-bromophenyl)methyl]-2-methoxy-1-methyl-2-oxo-ethyl]pyrrolidine-1-carboxylate BrC=1C=C(C=CC1)CC(C(=O)OC)(C)[C@@H]1CN(CC1)C(=O)OC(C)(C)C